(R)-1-(6-(6-(Difluoromethyl)imidazo[1,2-b]pyridazin-3-yl)pyrimidin-4-yl)piperidine-3-carboxylic acid FC(C=1C=CC=2N(N1)C(=CN2)C2=CC(=NC=N2)N2C[C@@H](CCC2)C(=O)O)F